NC1=NN(C=2CN(CCC21)S(=O)(=O)C2COC2)C(=O)C2CCNC1=C(C=CC=C21)C (3-amino-6-(oxetan-3-ylsulfonyl)-4,5,6,7-tetrahydro-pyrazolo[3,4-c]pyridin-1-yl)(8-methyl-1,2,3,4-tetrahydro-quinolin-4-yl)methanone